monoiodo acetate C(C)(=O)OI